CC1=C(C=2N(C=C1C1=C(C=3C(=CN=C(C3C)C3CCC(CC3)NC(C)C)N1)C(C)C)N=CN2)C 4-(2-(7,8-dimethyl-[1,2,4]triazolo[1,5-a]pyridin-6-yl)-3-isopropyl-4-methyl-1H-pyrrolo[2,3-c]pyridin-5-yl)-N-isopropylcyclohexan-1-amine